C(C1=CC=CC=C1)OCC1=NC2=CC(=C(C=C2C(=N1)OCC(F)(F)F)C=1CCOCC1)OC 2-((Benzyloxy)methyl)-6-(3,6-dihydro-2H-pyran-4-yl)-7-methoxy-4-(2,2,2-trifluoroethoxy)quinazoline